3-methyl-6-(2-methyl-4-pyridinyl)-1,2-benzooxazol-5-amine CC1=NOC2=C1C=C(C(=C2)C2=CC(=NC=C2)C)N